NC1=C(C=C(C(=C1C)N)C)C 2,4-diamino-mesitylene